C(C)(C)(C)OOC1(CCCCC1)OOC(C)(C)C 1,1-di-(t-butylperoxy)-cyclohexane